2-methylchromen-4-one CC=1OC2=CC=CC=C2C(C1)=O